(8R,9S,10S)-10-(aminomethyl)-9-(4-bromophenyl)-4-[(dimethylamino)methyl]-N-(4-methoxyphenyl)-1,6-diazabicyclo[6.2.0]decane-6-carboxamide NC[C@@H]1[C@@H]([C@@H]2CN(CC(CCN12)CN(C)C)C(=O)NC1=CC=C(C=C1)OC)C1=CC=C(C=C1)Br